1,9-di(2-hydroxyethyl) nonandioate C(CCCCCCCC(=O)OCCO)(=O)OCCO